ClC1=C(C=C2C(=C(N(C2=C1F)C)C1=NNC(=N1)[C@@H](COC)N(C)C)N1C=NC=C1)OC (S)-1-(3-(6-chloro-7-fluoro-3-(1H-imidazol-1-yl)-5-methoxy-1-methyl-1H-indol-2-yl)-1H-1,2,4-triazol-5-yl)-2-methoxy-N,N-dimethylethan-1-amine